N1(C=NC=C1)CC=1C=C2C([C@H](COC2=C(C1)C=1C(=NN(C1)CC)C(F)(F)F)CC=1C=CC(=C(OCC(=O)O)C1)F)=O (S)-2-(5-((6-((1H-imidazol-1-yl)methyl)-8-(1-ethyl-3-(trifluoromethyl)-1H-pyrazol-4-yl)-4-oxochroman-3-yl)methyl)-2-fluorophenoxy)acetic acid